COC=1C=C2C=CC(=CC2=CC1)S(=O)(=O)C1=CC=C(C=C1)CNC(=O)C1=CC=2C=NC=CC2N1 N-{[4-(6-methoxynaphthalene-2-sulfonyl)phenyl]methyl}-1H-pyrrolo[3,2-c]pyridine-2-carboxamide